[Cl-].[Ba+2].[Cl-] barium (II) chloride salt